FC(C(=O)O)(C=O)F 2,2-difluoro-3-oxopropionic acid